N-(2,3-difluorophenyl)-5-hydroxy-1-methyl-6-oxo-1,6-dihydropyrimidine-4-carboxamide FC1=C(C=CC=C1F)NC(=O)C=1N=CN(C(C1O)=O)C